3-(1,4-dimethyl-1H-benzo[d][1,2,3]triazol-5-yl)-3-(3-(((R)-2-ethyl-2,3-dihydro-[1,4]oxazepino[7,6-g]isoquinolin-4(5H)-yl)methyl)-4-methylphenyl)-2,2-dimethylpropanoic Acid CN1N=NC2=C1C=CC(=C2C)C(C(C(=O)O)(C)C)C2=CC(=C(C=C2)C)CN2C[C@H](OC1=CC=3C=CN=CC3C=C1C2)CC